O=S1(CC(C=C1)N(C(C(C1=C(C=C(C=C1)C1=CC(=C(C=C1)F)F)F)SC)=O)CC1=CC(=NC=C1)C(C)(C)O)=O N-(1,1-dioxido-2,3-dihydrothiophen-3-yl)-N-((2-(2-hydroxypropan-2-yl)pyridin-4-yl)methyl)-2-(methylthio)-2-(3,3',4'-trifluoro-[1,1'-biphenyl]-4-yl)acetamide